OC1=C(OCC(=O)N(CC=2SC=CC2)C2=NNC=C2)C=CC(=C1)C 2-(2-Hydroxy-4-methylphenoxy)-N-(1H-pyrazol-3-yl)-N-(thiophen-2-ylmethyl)acetamid